4-(3-trifluoromethylbenzyl)piperazin-amide FC(C=1C=C(CN2CCN(CC2)C(=O)N)C=CC1)(F)F